tert-butyl N-[1-(methoxymethyl)-2-[[4-[3-(2-methyl-4-pyridyl)phenyl]thiazol-2-yl]amino]-2-oxo-ethyl]carbamate COCC(C(=O)NC=1SC=C(N1)C1=CC(=CC=C1)C1=CC(=NC=C1)C)NC(OC(C)(C)C)=O